ClC1=CC=CC=2CC=3N(C12)C(C1=C(N3)N=CC=C1)=O 7-chloropyrido[2',3':4,5]pyrimido[1,2-a]indol-5(11H)-one